FC(C(=O)O)(F)F.C(CCC#C)O pent-4-yn-1-ol trifluoroacetate